CC(C(=O)NC=1C=NN(C1)CC(=O)N(CCOC1=CC=C(C=C1)C)C)COC1=CC=CC=C1 2-methyl-N-(1-(2-(methyl(2-(p-tolyloxy)ethyl)amino)-2-oxoethyl)-1H-pyrazol-4-yl)-3-phenoxypropanamide